COCC=1C=C(C=CC1)N1N=CC(=C1)C(C(=O)O)C 2-(1-(3-(methoxymethyl)phenyl)-1H-pyrazol-4-yl)propanoic acid